ClC1=C(OC2=CC=NC=C2)C=CC(=C1)NC1=NC=CC=C1C(N(C)C)=O 4-(2-chloro-4-((3-(dimethylcarbamoyl)pyridin-2-yl)amino)phenoxy)pyridine